2-(4-methyl-2,5-dimethoxyphenyl)-N-[(2-hydroxyphenyl)methyl]ethanamine CC1=CC(=C(C=C1OC)CCNCC1=C(C=CC=C1)O)OC